C[C@H]1O[C@H](CC(C1)CN1CCN(CC1)CC1=CC=2N(C=C1)N=CC2N2C(NC(CC2)=O)=O)C 1-(5-((4-(((2R,6S)-2,6-dimethyltetrahydro-2H-pyran-4-yl)methyl)piperazin-1-yl)methyl)pyrazolo[1,5-a]pyridin-3-yl)dihydropyrimidine-2,4(1H,3H)-dione